5-fluoro-2-methoxy-3-(oxazol-4-yl)aniline FC=1C=C(C(=C(N)C1)OC)C=1N=COC1